7-methyl-3-[(1r,4r)-4-(2-methoxy-4-methylpyridin-3-yl)cyclohexyl]-1H-1,8-naphthyridin-2-one CC1=CC=C2C=C(C(NC2=N1)=O)C1CCC(CC1)C=1C(=NC=CC1C)OC